C(C)N(CCCNC(=O)C1=CC2=C(N3C(S2)=NC(=C3)C=3C=C(C=CC3)C)C=C1)CC(F)(F)F N-(3-(ethyl(2,2,2-trifluoroethyl)amino)propyl)-2-(m-tolyl)benzo[d]imidazo[2,1-b]thiazole-7-carboxamide